F[C@@H]1[C@H]2CCC[C@@H](C[C@@H]1O)N2C(=O)OC(C)(C)C tert-butyl (1R,2R,3S,5S)-2-fluoro-3-hydroxy-9-azabicyclo[3.3.1]nonane-9-carboxylate